5,7-dichloro-3-ethyl-pyrazolo[1,5-a]pyrimidine ClC1=NC=2N(C(=C1)Cl)N=CC2CC